2,2,4,4,6,6,8,8,10,10-decapropyl-1,3,5,7-tetraoxa-9-thia-2,4,6,8,10-pentasiladecane C(CC)[Si](O)(O[Si](O[Si](O[Si](S[SiH](CCC)CCC)(CCC)CCC)(CCC)CCC)(CCC)CCC)CCC